3-(4-(4-(3,3-difluoropiperidin-4-yl)piperazin-1-yl)-3-fluorophenoxy)piperidine-2,6-dione FC1(CNCCC1N1CCN(CC1)C1=C(C=C(OC2C(NC(CC2)=O)=O)C=C1)F)F